3-Aminopropylphenyldiethoxysilan NCCC[Si](OCC)(OCC)C1=CC=CC=C1